C(=C)[C@@H]1[C@@H]2CC[C@H](CN1C(=O)OCC1=CC=CC=C1)N2C(=O)OC(C)(C)C 3-benzyl 8-tert-butyl (1S,2R,5R)-2-ethenyl-3,8-diazabicyclo[3.2.1]octane-3,8-dicarboxylate